FC1=C(C(=C(C(=C1F)C(=O)O)F)F)C 2,3,5,6-tetrafluoro-p-toluic acid